(5S,8S)-N-(4-chloro-2-(trifluoromethyl)benzyl)-5-fluoro-8-hydroxy-5,6,7,8-tetrahydroquinoline-5-carboxamide ClC1=CC(=C(CNC(=O)[C@]2(C=3C=CC=NC3[C@H](CC2)O)F)C=C1)C(F)(F)F